C(C)(C)(C)[Si](OCC(C(=O)O)CC1=CC=C(C=C1)Cl)(C)C 3-(tert-butyl-dimethyl-silanyloxy)-2-(4-chloro-benzyl)-propionic acid